7-Bromo-1,8-dichloro-5-(2-methylpyridin-3-yl)imidazo[1,2-a]Quinoxaline-4(5H)-on BrC=1C=C2N(C(C=3N(C2=CC1Cl)C(=CN3)Cl)=O)C=3C(=NC=CC3)C